[4-(4-{8-chloro-7-[(2-methyl-1H-1,3-benzodiazol-6-yl)oxy]quinoxalin-2-yl}-1H-pyrazol-1-yl)piperidin-1-yl](imino)methyl-λ6-sulfanone ClC=1C(=CC=C2N=CC(=NC12)C=1C=NN(C1)C1CCN(CC1)[SH2](=O)C=N)OC=1C=CC2=C(NC(=N2)C)C1